C(C1=CC=CC=C1)C1(OC1(C)C)CSC1=CC=CC=C1 2-benzyl-3,3-dimethyl-2-((phenylthio)methyl)oxirane